Cl.C(OC([C@H](CC(=O)O)N)=O)OC([C@H](CC(=O)O)N)=O (3S,3'S)-4,4'-(methylenebis(oxy))bis(3-amino-4-oxobutanoic acid) hydrochloride